(7S,7aS)-7-(4-trifluoromethoxyphenyl)-1-toluenesulfonyl-2,3,5,6,7,7a-hexahydro-1H-indole FC(OC1=CC=C(C=C1)[C@@H]1CCC=C2CCN([C@@H]12)S(=O)(=O)CC1=CC=CC=C1)(F)F